O,O-diethyl O-(2-isopropyl-6-methylpyrimidin-4-yl) phosphorothioate P(OCC)(OCC)(OC1=NC(=NC(=C1)C)C(C)C)=S